CC1=CC=2N(N=C1N1CC=3C=C(C=NC3CC1)C1=CN=C(O1)C)C(C=CN2)=O 8-methyl-7-(3-(2-methyloxazol-5-yl)-7,8-dihydro-1,6-naphthyridin-6(5H)-yl)-4H-pyrimido[1,2-b]pyridazin-4-one